NC=1NC=C(N1)C(=O)OCC ethyl 2-amino-1H-imidazole-4-carboxylate